Methyl 1-(5-{[2-chloro-6-(trifluoromethyl)phenyl]methoxy}pyrimidin-2-yl)pyrazole-3-carboxylate ClC1=C(C(=CC=C1)C(F)(F)F)COC=1C=NC(=NC1)N1N=C(C=C1)C(=O)OC